BrC=1C=NN2C1N=C(N=C2Cl)SC 8-bromo-4-chloro-2-(methylsulfanyl)pyrazolo[1,5-a][1,3,5]triazine